N4-(3-aminophenyl)-N6-methyl-N2-(1-methyl-1H-pyrazol-4-yl)-5-[4-(trifluoromethyl)phenyl]Pyrimidine-2,4,6-triamine NC=1C=C(C=CC1)NC1=NC(=NC(=C1C1=CC=C(C=C1)C(F)(F)F)NC)NC=1C=NN(C1)C